6-[2,6-difluoro-3-(1-methylpiperidine-3-sulfonamido)phenyl]-7-fluoro-N-methyl-1H-indazole-3-carboxamide FC1=C(C(=CC=C1NS(=O)(=O)C1CN(CCC1)C)F)C1=CC=C2C(=NNC2=C1F)C(=O)NC